FC(C1=CC=C(CNC2=NC3=CC=CC=C3C(=N2)NCCO)C=C1)(F)F 2-((2-((4-(trifluoromethyl)benzyl)amino)quinazolin-4-yl)amino)ethan-1-ol